ClC=1N=C(SC1N(C(C(CSC)C)=O)C)C=1C=NC=CC1 N-[4-chloro-2-(3-pyridinyl)thiazol-5-yl]-N,2-dimethyl-3-methylsulfanyl-propionamide